5-((6-bromo-3-cyclopropyl-3H-imidazo[4,5-c]pyridin-4-yl)amino)-N,2-dimethylbenzamide BrC1=CC2=C(C(=N1)NC=1C=CC(=C(C(=O)NC)C1)C)N(C=N2)C2CC2